C(CCC)N1C(C2=CN=CC=C2C(=C1)C1=CC(=C(OC2CCN(CC2)CC2CCN(CC2)C(=O)OC(C)(C)C)C=C1)OC)=O tert-butyl 4-((4-(4-(2-butyl-1-oxo-1,2-dihydro-2,7-naphthyridin-4-yl)-2-methoxyphenoxy)piperidin-1-yl)methyl)piperidine-1-carboxylate